gallium-lead-tin [Sn].[Pb].[Ga]